5-(2-hydroxyethyl)-2-((2-(trimethylsilyl)ethoxy)methyl)isoquinolin-1(2H)-one OCCC1=C2C=CN(C(C2=CC=C1)=O)COCC[Si](C)(C)C